C(C)C1=C(C(=O)NC=2C=C3CCC(NC3=CC2F)=O)C=CN=C1 3-ethyl-N-(7-fluoro-2-oxo-1,2,3,4-tetrahydroquinolin-6-yl)isonicotinamide